DIPROPYL CYCLOBUTANE-1,1-DICARBOXYLATE C1(CCC1)(C(=O)OCCC)C(=O)OCCC